allyloxydecane C(C=C)OCCCCCCCCCC